FC1=C(N=CC2=C1N=C(N=C2N2CC1CCC(C2)N1C(=O)OC(C)(C)C)OCC=O)C1=C2C=NNC2=CC=C1OC(F)(F)F tert-butyl 3-[8-fluoro-2-(2-oxoethoxy)-7-[5-(trifluoromethoxy)-1H-indazol-4-yl]pyrido[4,3-d]pyrimidin-4-yl]-3,8-diazabicyclo[3.2.1]octane-8-carboxylate